C(C1C(C(=O)[O-])CCCC1)(=O)OCCCCC(C=C)=O acryloylbutyl hexahydrophthalate